FC=1C=C(C=NC1)C=1OC2=C(C=C(C=C2C(C1)=O)C)C(C)NC1=C(C(=O)O)C=CC=C1 2-[1-[2-(5-Fluoro-3-pyridyl)-6-methyl-4-oxo-chromen-8-yl]ethylamino]benzoic acid